NC1=NC=2C=C(C=CC2C2=C1N=C(N2CCCN2C(CCC2)=O)CCOC)C2=CC(=CC=C2)CO 1-{3-[4-amino-7-(3-hydroxymethyl-phenyl)-2-(2-methoxyethyl)-1H-imidazo[4,5-c]quinolin-1-yl]propyl}pyrrolidin-2-one